C(C=CC=CC=CC=CC=CC=CCCCCCCCCC)(=O)C1(OCC(O1)CCS(=O)(=O)C)C(C=CC=CC=CC=CC=CC=CCCCCCCCCC)=O 2,2-Didocosahexaenoyl-4-(2-methanesulfonylethyl)-[1,3]-dioxolane